NC=1C(=NN(C1)CCOCCOCCOCCOCCOCCOCCO)OC 2-[[2-[2-[2-[2-[2-(4-amino-3-methoxy-pyrazol-1-yl)ethoxy]ethoxy]ethoxy]ethoxy]ethoxy]ethoxy]ethanol